C(C1=CC=CC=C1)NC=1C=CC(=C(C1)O)OC 5-(benzylamino)-2-methoxyphenol